3-Bromo-1-[4-fluoro-3-(trifluoromethoxy)phenyl]-5-(2-methylprop-1-en-1-yl)pyrazole BrC1=NN(C(=C1)C=C(C)C)C1=CC(=C(C=C1)F)OC(F)(F)F